(S)-1-methylpiperidine-3-carboxylic acid CN1C[C@H](CCC1)C(=O)O